N'-methyl-N-piperazinyl-dithiocarbamic acid Zinc [Zn].CN1CCN(CC1)NC(S)=S